(Z)-3-((4-methyl-1H-pyrrol-2-yl)methylene)-5-(8-methyl-2,3-dihydro-1H-pyrido[2,3-b][1,4]oxazin-7-yl)indolin-2-one CC=1C=C(NC1)\C=C\1/C(NC2=CC=C(C=C12)C1=C(C2=C(OCCN2)N=C1)C)=O